ClC=1C=NN(C1C(=O)NC1=NC=C(C=C1C)C#CC1=CC=C(C=C1)F)C1CC2(C1)CN(CC2)C(C(C)C)=O 4-chloro-N-{5-[(4-fluorophenyl)ethynyl]-3-methylpyridin-2-yl}-1-[6-(2-methylpropanoyl)-6-azaspiro[3.4]octan-2-yl]-1H-pyrazole-5-carboxamide